C1(CCCCC1)CN1[C@H](CN(CC1)C(=O)OC(C)(C)C)C=O tert-butyl (R)-4-(cyclohexylmethyl)-3-formylpiperazine-1-carboxylate